1-(2-Fluoroallyl)-4-phenylpiperidine FC(CN1CCC(CC1)C1=CC=CC=C1)=C